Cl.N[C@H](C(C(=O)OCC)(F)F)C1=CC=C(C=C1)F Ethyl (3S)-3-amino-2,2-difluoro-3-(4-fluorophenyl)propanoate hydrochloride